FC1=CC=C(C=C1)N1C(NN=C(C1=O)C(=O)OCC)=O Ethyl 4-(4-fluorophenyl)-3,5-dioxo-2,3,4,5-tetrahydro-1,2,4-triazine-6-carboxylate